C(C)C1(N(CC(C1)C1=CC=C(C=C1)OC(C)=O)S(=O)(=O)C1=CC=C(C=C1)[N+](=O)[O-])CC 2,2-diethyl-4-(4-(acetoxy)phenyl)-1-p-nitrobenzenesulfonylpyrrolidine